CSC1=CC=C(C=C1)C1=CC(=CC=C1)B(O)O (4'-(methylthio)-[1,1'-biphenyl]-3-yl)boronic acid